FC1=C(C=CC(=C1)OCC1=NC=CC(=C1)C)C1=CNC=2N=C(N=C(C21)OCCOC)NC2=CC=C(C=C2)CN2CCN(CC2)C 5-(2-fluoro-4-((4-methylpyridin-2-yl)methoxy)phenyl)-4-(2-methoxyethoxy)-N-(4-((4-methylpiperazin-1-yl)methyl)phenyl)-7H-pyrrolo[2,3-d]pyrimidin-2-amine